tert-butyl 4-(2-(4-methyl-3-(3-(9-(tetrahydro-2H-pyran-2-yl)-9H-purin-6-yl)pyridin-2-ylamino) phenylamino)-2-oxoethyl)azepane-1-carboxylate CC1=C(C=C(C=C1)NC(CC1CCN(CCC1)C(=O)OC(C)(C)C)=O)NC1=NC=CC=C1C1=C2N=CN(C2=NC=N1)C1OCCCC1